1-(1-(1-((4-(trifluoromethoxy)phenyl)sulfonyl)pyrrolidin-3-yl)-1,6-dihydroimidazo[4,5-d]pyrrolo[2,3-b]pyridin-2-yl)ethanol FC(OC1=CC=C(C=C1)S(=O)(=O)N1CC(CC1)N1C(=NC=2C1=C1C(=NC2)NC=C1)C(C)O)(F)F